tert-butyl benzyl(6-bromo-2-chloropyrrolo[2,1-f][1,2,4]triazin-4-yl)carbamate C(C1=CC=CC=C1)N(C(OC(C)(C)C)=O)C1=NC(=NN2C1=CC(=C2)Br)Cl